C1OCC(C2=CC=CC=C12)N1C(C2=CC(=CC(=C2C1)C(C)NC1=C(C(=O)O)C=CC=C1)C)=O 2-((1-(2-(isochroman-4-yl)-6-methyl-1-oxoisoindolin-4-yl)ethyl)amino)benzoic acid